7-(5-(5-(2-oxa-7-azaspiro[3.5]nonan-7-yl)-1,3,4-thiadiazol-2-yl)-4-(isopropylamino)pyridin-2-yl)pyrrolo[1,2-b]pyridazine-3-carbonitrile C1OCC12CCN(CC2)C2=NN=C(S2)C=2C(=CC(=NC2)C2=CC=C1N2N=CC(=C1)C#N)NC(C)C